N5-(2-propyl)phenyl-biguanide CC(C)NC(NC(NC1=CC=CC=C1)=N)=N